(2S)-5,5-dimethyl-2-[(2S,3S)-3-methyl-2-[(2S)-2-{[(2S)-pyrrolidin-2-yl]formamido}propanamido]pentanamido]hexanoic acid CC(CC[C@@H](C(=O)O)NC([C@H]([C@H](CC)C)NC([C@H](C)NC(=O)[C@H]1NCCC1)=O)=O)(C)C